C(C)(C)C1=C(C(=CC(=C1)C(C)C)C(C)C)S(=O)(=O)OC1=NC(=NC2=CC3=C(C=C12)N(CC3)C3COCCC3)C 2-methyl-6-(tetrahydro-2H-pyran-3-yl)-7,8-dihydro-6H-pyrrolo[2,3-g]quinazolin-4-yl 2,4,6-triisopropylbenzenesulfonate